CC1CC(C2=NC=CC=C2O1)=O methyl-2H,3H-pyrano[3,2-b]pyridin-4-one